4-bromo-1-(4-(tert-butoxycarbonyl)benzyl)-6-(3,4-dichlorophenylthio)-1H-indole-2-carboxylic acid BrC1=C2C=C(N(C2=CC(=C1)SC1=CC(=C(C=C1)Cl)Cl)CC1=CC=C(C=C1)C(=O)OC(C)(C)C)C(=O)O